8-fluoro-5-(1-(methylsulfonyl)piperidin-4-yl)-5H-imidazo[5,1-a]isoindole FC1=CC=C2C(N3C(C2=C1)=CN=C3)C3CCN(CC3)S(=O)(=O)C